2-((4-(2-(4-chlorophenoxy)acetyl)piperazin-1-yl)methyl)-3-(2-isopropoxy-5-(methylthio)phenyl)quinazolin-4(3H)one ClC1=CC=C(OCC(=O)N2CCN(CC2)CC2=NC3=CC=CC=C3C(N2C2=C(C=CC(=C2)SC)OC(C)C)=O)C=C1